ClC1=C(C(=C(C(=C1C)/C=N/OC)O)C\C=C(\C=C\[C@@]1([C@H](C(CC[C@H]1C)NC1COC1)C)C)/C)OC 4-chloro-3-methoxy-6-[(1E)-(methoxyimino)methyl]-5-methyl-2-[(2E,4E)-3-methyl-5-[(1R,2R,6R)-1,2,6-trimethyl-3-[(oxetan-3-yl)amino]cyclohexyl]penta-2,4-dien-1-yl]phenol